C(C1=CC=CC=C1)N(C1=C(C=C(C=C1)N1C(CN(C2(COC2)C1)C(=O)OCC1=CC=CC=C1)=O)OCC1=CC=CC=C1)C Benzyl 8-[4-[benzyl(methyl)amino]-3-benzyloxyphenyl]-7-oxo-2-oxa-5,8-diazaspiro[3.5]nonane-5-carboxylate